C1(CC1)C(O)C1CCN(CC1)C1=NC(=NO1)C(C)C cyclopropyl-(1-(3-isopropyl-1,2,4-oxadiazol-5-yl)piperidin-4-yl)methanol